6-(difluoromethoxy)-5-fluoro-8-hydroxy-3,4-dihydroisoquinoline-2(1H)-carboxylic acid tert-butyl ester C(C)(C)(C)OC(=O)N1CC2=C(C=C(C(=C2CC1)F)OC(F)F)O